(R)-3-((7-(1-(5-azaspiro[3.4]octan-7-yl)-6-(trifluoromethyl)-1,2,3,4-tetrahydroquinolin-8-yl)thieno[3,2-b]pyridin-2-yl)methyl)-1-cyclopropylpyrimidine-2,4(1H,3H)-dione C1CCC12NC[C@@H](C2)N2CCCC1=CC(=CC(=C21)C2=C1C(=NC=C2)C=C(S1)CN1C(N(C=CC1=O)C1CC1)=O)C(F)(F)F